((1R,4R)-4-(difluoromethoxy)cyclohexyl)isoindoline-1,3-dione FC(OC1CCC(CC1)N1C(C2=CC=CC=C2C1=O)=O)F